rel-(3aR,7aR)-octahydro-3a-[4-methoxy-3-(trifluoromethoxy)phenyl]-1-methyl-6H-indol-6-one COC1=C(C=C(C=C1)[C@]12CCN([C@@H]2CC(CC1)=O)C)OC(F)(F)F |o1:8,12|